ClC=1C=C(C=CC1C(=O)N1CCN(CC1)C(=O)C1CCNCC1)NC(=O)C=1N(C(=CN1)C=1C(=NN(C1)CC1(CSC1)C)C(F)(F)F)C N-[3-chloro-4-[4-(piperidine-4-carbonyl)piperazine-1-carbonyl]phenyl]-1-methyl-5-[1-[(3-methylthietan-3-yl)methyl]-3-(trifluoromethyl)pyrazol-4-yl]imidazole-2-carboxamide